tert-butyl (1S,6R)-3-[2-(4-fluorophenyl)-3-(4-pyridyl)imidazo[4,5-b]pyridin-5-yl]-3,8-diazabicyclo[4.2.0]octane-8-carboxylate FC1=CC=C(C=C1)C1=NC=2C(=NC(=CC2)N2C[C@H]3N(C[C@H]3CC2)C(=O)OC(C)(C)C)N1C1=CC=NC=C1